OC1=C(C(=C(C=C1)C1(C2=CC=CC=C2C=2C=CC=CC12)C1=C(C(=C(C=C1)O)O)O)O)O 9,9-bis(trihydroxyphenyl)fluorene